N-(2-(cyclopropylmethyl)-3-oxoisoindolin-4-yl)-6-fluoroquinoline-4-carboxamide C1(CC1)CN1CC2=CC=CC(=C2C1=O)NC(=O)C1=CC=NC2=CC=C(C=C12)F